C(C)OC(=O)C1(C(C2=CC=C(C=C2C1=O)OC=1C=C2C(CC(C2=CC1)=O)=O)=O)C(C)=O 2-acetyl-5-(1,3-dioxo-indan-5-yloxy)-1,3-dioxo-indan-2-carboxylic acid ethyl ester